tert-butyl N-((1-(2-(benzyloxy)ethyl)cyclopropyl)methyl)-N-((((di-tert-butoxyphosphoryl)oxy)methoxy)carbonyl)glycinate C(C1=CC=CC=C1)OCCC1(CC1)CN(CC(=O)OC(C)(C)C)C(=O)OCOP(=O)(OC(C)(C)C)OC(C)(C)C